CC=1N(N=C2C(=NN=C(C21)C)N2CCC(CC2)CCC(=O)NCCN(C)C)C2=CC=C(C=C2)C 3-(1-(3,4-dimethyl-2-(p-tolyl)-2H-pyrazolo[3,4-d]pyridazin-7-yl)piperidin-4-yl)-N-(2-(dimethylamino)ethyl)propanamide